3-(2-(1-(tert-butoxycarbonyl)pyrrolidin-2-yl)-4-chlorobenzylamino)-1H-pyrrole-2-carboxylic acid ethyl ester C(C)OC(=O)C=1NC=CC1NCC1=C(C=C(C=C1)Cl)C1N(CCC1)C(=O)OC(C)(C)C